5-(4-(1-(4-((S)-2-(3-Chloro-4-cyanophenyl)-3-methyl-2,8-diazaspiro[4.5]decan-8-yl)benzoyl)piperidin-4-yl)piperazin-1-yl)-N-(2,6-dioxo-piperidin-3-yl)picolin-amide ClC=1C=C(C=CC1C#N)N1CC2(C[C@@H]1C)CCN(CC2)C2=CC=C(C(=O)N1CCC(CC1)N1CCN(CC1)C=1C=CC(=NC1)C(=O)NC1C(NC(CC1)=O)=O)C=C2